2,6-dihydroxy-5'-methyl-N-(oxazol-5-ylmethyl)-4-pentyl-1',2',3',4'-tetrahydro-[1,1'-biphenyl]-3-carboxamide OC1=C(C(=CC(=C1C(=O)NCC1=CN=CO1)CCCCC)O)C1CCCC(=C1)C